6-[(4-fluoropiperidin-1-yl)methyl]-4-(trifluoromethyl)-2,3-dihydroisoindol-1-one FC1CCN(CC1)CC1=CC(=C2CNC(C2=C1)=O)C(F)(F)F